CC=1C=CC(=C(C1)O)C1=NN=C(C2=CC=CC=C12)OC1CN(CCC1)C 5-methyl-2-(4-((1-methylpiperidin-3-yl)oxy)phthalazin-1-yl)phenol